O(C=1C(C=C(N(C1)CCCCCCCCCCCCCCCCCC)CC)=O)C=1C(C=C(N(C1)CCCCCCCCCCCCCCCCCC)CC)=O 5,5'-oxybis(N-octadecyl-2-ethyl-pyridin-4-one)